5-(6-((1-(2-hydroxyethyl)-1H-pyrazol-4-yl)amino)-1H-pyrazolo[4,3-c]pyridin-1-yl)bicyclo[4.2.0]oct-1(6),2,4-triene-2-carbonitrile OCCN1N=CC(=C1)NC1=CC2=C(C=N1)C=NN2C2=CC=C(C=1CCC21)C#N